C1(CC1)C=1C(=NC(=NC1)NC=1C(=NN(C1)C1CCN(CC1)C)C)NCCCN1C(COCC1)=O 4-(3-((5-cyclopropyl-2-((3-methyl-1-(1-methylpiperidin-4-yl)-1H-pyrazol-4-yl)amino)pyrimidin-4-yl)amino)propyl)morpholin-3-one